1-(3,4-dimethoxyphenyl)-N-(methylsulfonimidoyl)methanamine COC=1C=C(C=CC1OC)CNS(=O)(=N)C